FC1=CC(=CC2=CN(N=C12)C)C1=NC=C(C(=N1)C)C(=O)NC12CCC(CC1)(C2)NC(OC(C)(C)C)=O tert-butyl N-[4-[[2-(7-fluoro-2-methyl-indazol-5-yl)-4-methyl-pyrimidine-5-carbonyl]amino]norbornan-1-yl]carbamate